FC1=C(C2=C(C=C(C=C2C=C1)O[Si](C(C)C)(C(C)C)C(C)C)OS(=O)(=O)C(F)(F)F)CCCOC1CN(CCCC1)C(=O)OC(C)(C)C tert-butyl 3-{3-[2-fluoro-8-(trifluoromethanesulfonyloxy)-6-[(triisopropylsilyl)oxy]naphthalen-1-yl]propoxy}azepane-1-carboxylate